3-[5-iodo-4-(1-methyl-1H-pyrazol-5-yl)-7-[1-(oxan-2-yl)-1H-pyrazol-5-yl]imidazo[1,5-b]pyridazin-2-yl]-8-oxa-3-azabicyclo[3.2.1]octane IC=1N=C(N2N=C(C=C(C21)C2=CC=NN2C)N2CC1CCC(C2)O1)C1=CC=NN1C1OCCCC1